C(C)(=O)C=1C=C(C=CC1)NC(CC1=CC(=CC=C1)OC)=O N-(3-acetylphenyl)-2-(3-methoxyphenyl)acetamide